C(C1=CC=CC=C1)(=O)NC1=CC=C(C(=O)OC[C@@H](C(=O)OC(C)(C)C)NC(=O)OC(C)(C)C)C=C1 (S)-3-(tert-butoxy)-2-((tert-butoxycarbonyl)amino)-3-oxopropyl 4-benzamidobenzoate